ClC1=CC=2N(N=C1)C=CC2I 3-chloro-5-iodopyrrolo[1,2-b]pyridazine